NC1=NC=2C=CC(=CC2C2=C1COC2)C(=O)N([C@H]2C=1N(CCC2)N=CN1)CC1=NC=C(C=C1)C#N 4-amino-N-((5-cyano-2-pyridinyl)methyl)-N-((8R)-5,6,7,8-tetrahydro[1,2,4]triazolo[1,5-a]pyridin-8-yl)-1,3-dihydrofuro[3,4-c]quinoline-8-carboxamide